ClC1=NC=C(C(=C1)B1OC(C(O1)(C)C)(C)C)OC(F)F 2-chloro-5-(difluoromethoxy)-4-(4,4,5,5-tetramethyl-1,3,2-dioxaborolan-2-yl)pyridine